5-(N-(3-((2-((7-amino-2-(furan-2-yl)-[1,2,4]triazolo[1,5-a][1,3,5]triazin-5-yl)amino)ethyl)amino)phenyl)sulfamoyl)-3-chloro-2-hydroxybenzamide NC1=NC(=NC=2N1N=C(N2)C=2OC=CC2)NCCNC=2C=C(C=CC2)NS(=O)(=O)C=2C=C(C(=C(C(=O)N)C2)O)Cl